N-(4-(4-((2-hydroxy-2-methylpropyl)sulfonamido)bicyclo[2.2.2]octan-1-yl)phenyl)isoindoline-2-carboxamide OC(CS(=O)(=O)NC12CCC(CC1)(CC2)C2=CC=C(C=C2)NC(=O)N2CC1=CC=CC=C1C2)(C)C